3-CARBOXY-4-HYDROXYPHENYLACETONE C(=O)(O)C=1C=C(C=CC1O)CC(C)=O